methyl 2-[[2-methoxy-2-oxo-1-[(3R)-quinuclidin-3-yl]ethyl]carbamoylamino]-2-[(3R)-quinuclidin-3-yl]acetate COC(C([C@H]1CN2CCC1CC2)NC(=O)NC(C(=O)OC)[C@H]2CN1CCC2CC1)=O